1-toluenesulfonic acid CC1(CC=CC=C1)S(=O)(=O)O